sodium alpha-hydroxybutyrate OC(C(=O)[O-])CC.[Na+]